2-{[(1S)-1-[4-[(1S)-1-(piperazin-1-yl)propyl]phenyl]ethyl]amino}-8-(propan-2-yl)pyrido[2,3-d]pyrimidin-7(8H)-one N1(CCNCC1)[C@@H](CC)C1=CC=C(C=C1)[C@H](C)NC=1N=CC2=C(N1)N(C(C=C2)=O)C(C)C